N-(4-formylphenyl)benzamide C(=O)C1=CC=C(C=C1)NC(C1=CC=CC=C1)=O